C(C1=CC=CC=C1)OC(=O)N1CCN(CC1)C1=CC(=NC=2N1N=C(C2C2=CC=CC=C2)C)C=2C=C(C=CC2)CCC(=O)O 3-(3-(7-(4-((Benzyloxy)carbonyl)piperazin-1-yl)-2-methyl-3-phenylpyrazolo[1,5-a]pyrimidin-5-yl)phenyl)propanoic acid